1-Benzyl N-[2-[[1-[[1-[1-(2,6-dioxo-3-piperidyl)-3-methyl-2-oxo-benzimidazol-5-yl]-4-piperidyl] methyl]-4-piperidyl]oxy]ethyl]carbamate O=C1NC(CCC1N1C(N(C2=C1C=CC(=C2)N2CCC(CC2)CN2CCC(CC2)OCCNC(OCC2=CC=CC=C2)=O)C)=O)=O